C(C)(C)C=1C=CC(=NC1C)N 5-Isopropyl-6-methylpyridin-2-amine